FC=1C=C(C=CC1F)C1=C(C=CC2=C1N=C(O2)N)C (3,4-difluorophenyl)-5-methylbenzo[d]oxazol-2-amine